tert-Butyl (2S,4R)-2-((1H-1,2,3-triazol-1-yl)methyl)-4-(5-(3-(trifluoromethoxy)phenyl)oxazole-2-carboxamido)pyrrolidine-1-carboxylate N1(N=NC=C1)C[C@H]1N(C[C@@H](C1)NC(=O)C=1OC(=CN1)C1=CC(=CC=C1)OC(F)(F)F)C(=O)OC(C)(C)C